COC1=NC(=CC(=N1)C1=C(C(=O)N)C=CC(=C1)NC=1SC=C(N1)C1=CC=CC=C1)OC (2,6-dimethoxypyrimidin-4-yl)-4-((4-phenylthiazol-2-yl)amino)benzamide